5-bromo-1-[6-(difluoromethoxy)-3-pyridinyl]-4-oxo-cinnoline-3-carboxylic acid ethyl ester C(C)OC(=O)C1=NN(C2=CC=CC(=C2C1=O)Br)C=1C=NC(=CC1)OC(F)F